N2-(4-methoxy-3-(4-((methylamino)methyl)-1H-1,2,3-triazol-1-yl)phenyl)-N4,6-dimethylpyrimidine-2,4-diamine COC1=C(C=C(C=C1)NC1=NC(=CC(=N1)NC)C)N1N=NC(=C1)CNC